COC1=C(CC(C(=O)OCC)CC)C=C(C=C1)OC ethyl 2-(2,5-dimethoxybenzyl)butanoate